4-(4-methoxyphenyl)-2-phenyl-1H-pyrrole COC1=CC=C(C=C1)C=1C=C(NC1)C1=CC=CC=C1